N,N-bis(2-chloroethyl)tetrahydro-2H-1,3,2-oxazaphosphorine-2-amine-2-oxide ClCCN(P1(OCCCN1)=O)CCCl